4-chloro-1-methyl-1H-pyrazolo[3,4-d]pyrimidin-6-amine ClC1=C2C(=NC(=N1)N)N(N=C2)C